[(E)-(1-cyano-2-ethoxy-2-oxoethylidene)amino]oxy-tripyrrolidin-1-ylphosphanium C(#N)/C(/C(=O)OCC)=N\O[P+](N1CCCC1)(N1CCCC1)N1CCCC1